[Cl-].[Cl-].C(C)(C)(C)C1=CC=C(O[Ti+2])C(=C1)C(C1=CC=CC=C1)(C1=CC=CC=C1)C1=CC=CC=C1 4-t-butyl-6-tritylphenoxytitanium dichloride